(1r,3r)-3-(4-(2-(4-((6-((3-fluoroazetidin-1-yl)methyl)pyridazine-3-yl)oxy)phenyl)propan-2-yl)phenoxy)cyclobutane-1-amine FC1CN(C1)CC1=CC=C(N=N1)OC1=CC=C(C=C1)C(C)(C)C1=CC=C(OC2CC(C2)N)C=C1